O.OC1[C@H](O)[C@@H](O)[C@H](O[C@H]2[C@H](O)[C@@H](O)[C@@H](O)[C@H](O2)CO)[C@H](O1)CO Lactose, Monohydrate